ClC1=CC2=C(C3=CC=CC=C3C(=C2C=C1)OCCCCC)OCCCCC 2-chloro-9,10-bis(n-pentyloxy)anthracene